1-(2-(azidomethyl)-5-fluoro-2-methyl-2,3-dihydrobenzofuran-7-yl)ethan-1-one N(=[N+]=[N-])CC1(OC2=C(C1)C=C(C=C2C(C)=O)F)C